2,2-dimethyl-3-phenyl-3-((s)-1-(phenylsulfanyl)ethyl)oxirane CC1(OC1([C@H](C)SC1=CC=CC=C1)C1=CC=CC=C1)C